2-bromo-5-(2,2,2-Trifluoroethoxy)pyrimidine BrC1=NC=C(C=N1)OCC(F)(F)F